CN1C(N([C@H]2[C@H](O)[C@H](O)[C@@H](CO)O2)C=CC1=N)=O 3-methylcytidin